2-(4-Butoxyphenyl)butanedioic acid C(CCC)OC1=CC=C(C=C1)C(C(=O)O)CC(=O)O